6-bromo-2-(4-cyanophenyl)-[1,2,4]triazolo[1,5-a]pyridine BrC=1C=CC=2N(C1)N=C(N2)C2=CC=C(C=C2)C#N